CC=COF perfluoro (methyl-vinyl) ether